CN(C/C=C/C(=O)NC1=C2C=CN(C2=CC=C1)CC1=CC(=CC=C1)C(F)(F)F)C (E)-4-(dimethylamino)-N-(1-(3-(trifluoromethyl)benzyl)-1H-indol-4-yl)but-2-enamide